O=C1NC(CCC1N1C(C2=C(C=C(C=C2C1)CN1CCN(CC1)C1=NC(=C(C(=O)N)C=C1)C1=CC=C(C=C1)OC1=CC=CC=C1)F)=O)=O 6-(4-((2-(2,6-dioxopiperidin-3-yl)-7-fluoro-1-oxoisoindolin-5-yl)methyl)piperazin-1-yl)-2-(4-phenoxyphenyl)nicotinamide